FC1=C(C(=O)N(C2=NC=CC3=C(C=CC(=C23)C)F)[C@H]2CN(CCC2)C(=O)OC(C)(C)C)C=CC(=C1)I tert-butyl (R)-3-(2-fluoro-N-(5-fluoro-8-methylisoquinolin-1-yl)-4-iodobenzamido)piperidine-1-carboxylate